(R)-3-(3-(6-(2-(5-Amino-4-methyl-1H-pyrazol-1-yl)pyrimidin-4-yl)pyridin-2-yl)isoxazol-5-yl)-3-hydroxy-1-methylpyrrolidin-2-one NC1=C(C=NN1C1=NC=CC(=N1)C1=CC=CC(=N1)C1=NOC(=C1)[C@]1(C(N(CC1)C)=O)O)C